NCC12C3(CCC(C2CCC1)C3)CN bis(aminomethyl)tricyclo[5.2.1.0(2,6)]decane